2-(4-(3-(2-methoxyquinolin-3-yl)-3-oxo-1-propen-1-yl)-2,6-dimethylphenoxy)-2-methylpropanoic acid COC1=NC2=CC=CC=C2C=C1C(C=CC1=CC(=C(OC(C(=O)O)(C)C)C(=C1)C)C)=O